1-(4-methoxybenzyl)-N4-phenyl-N1-(3,4,5-trimethoxyphenyl)terephthalamide COC1=CC=C(CC2(C(=O)NC3=CC(=C(C(=C3)OC)OC)OC)CC=C(C(=O)NC3=CC=CC=C3)C=C2)C=C1